(2S)-3-hydroxy-2-phenyl-1-[2-(quinoxaline-6-sulfonyl)-2H,4H,5H,6H-pyrrolo[3,4-c]pyrazol-5-yl]propan-1-one OC[C@@H](C(=O)N1CC2=NN(C=C2C1)S(=O)(=O)C=1C=C2N=CC=NC2=CC1)C1=CC=CC=C1